tris(buta-1,3-dien-1-ylsulfanyl)bismuthane C(=CC=C)S[Bi](SC=CC=C)SC=CC=C